S(=O)(=O)([O-])[O-].C(C=C)(=O)OCC[N+](C)(C)C.C(C=C)(=O)OCC[N+](C)(C)C [2-(acryloyloxy)ethyl]trimethylammonium sulfate